(S)-N-(1-(3-chloro-5-fluorophenyl)-2-hydroxyethyl)-1-(5-methyl-2-((tetrahydro-2H-pyran-4-yl)amino)pyrimidin-4-yl)-1H-imidazole-4-carboxamide ClC=1C=C(C=C(C1)F)[C@@H](CO)NC(=O)C=1N=CN(C1)C1=NC(=NC=C1C)NC1CCOCC1